(E)-N'-cyano-3-(dimethylamino)-N-((1,2,3,5,6,7-hexahydro-s-indacen-4-yl)carbamoyl)-3-methylbut-1-ene-1-sulfonimidamide C(#N)N=S(=O)(NC(NC1=C2CCCC2=CC=2CCCC12)=O)\C=C\C(C)(C)N(C)C